6-(3-Fluorophenoxy)-5-nitro-1-((2-(trimethylsilyl)ethoxy)methyl)-1H-indazole FC=1C=C(OC2=C(C=C3C=NN(C3=C2)COCC[Si](C)(C)C)[N+](=O)[O-])C=CC1